N-((2S)-1-(2-(3-Amino-3-oxopropyl)-2-(2-chloro-2-fluoroacetyl)hydrazineyl)-3-(bicyclo[1.1.1]pentan-1-yl)-1-oxopropan-2-yl)-1H-benzo[d]imidazole-2-carboxamide NC(CCN(NC([C@H](CC12CC(C1)C2)NC(=O)C2=NC1=C(N2)C=CC=C1)=O)C(C(F)Cl)=O)=O